C12(CC(C1)C2)N2C=C(C=1N=C(N=CC12)Cl)Br 5-(bicyclo[1.1.1]pentan-1-yl)-7-bromo-2-chloro-5H-pyrrolo[3,2-d]pyrimidine